(1S,2R,4S)-4-((4-(2-hydroxy-4-(trifluoromethyl)phenyl)phthalazin-1-yl)amino)cyclohexane-1,2-diol OC1=C(C=CC(=C1)C(F)(F)F)C1=NN=C(C2=CC=CC=C12)N[C@@H]1C[C@H]([C@H](CC1)O)O